(2R)-2,5-diaminopentanoic acid N[C@@H](C(=O)O)CCCN